2-[2-Chloro-4-(5-{7-[(2R)-2-(hydroxymethyl)pyrrolidin-1-yl]-6,7,8,9-tetrahydro-5H-benzo[7]annulen-2-yl}-1H-pyrazolo[3,4-b]pyridin-3-yl)phenyl]propan-2-ol ClC1=C(C=CC(=C1)C1=NNC2=NC=C(C=C21)C=2C=CC1=C(CCC(CC1)N1[C@H](CCC1)CO)C2)C(C)(C)O